4-Bromo-5-methyl-1,3-thiazol BrC=1N=CSC1C